N-(1-cyanocyclopropyl)-2-methyl-4-(5-methyl-1,3,4-oxadiazol-2-yl)quinazoline-6-sulfonamide C(#N)C1(CC1)NS(=O)(=O)C=1C=C2C(=NC(=NC2=CC1)C)C=1OC(=NN1)C